N-(1-(3-chlorophenyl)-2-hydroxyethyl)-1-(2-(((S)-1-hydroxybutan-2-yl)amino)-5-methylpyrimidin-4-yl)-1H-pyrrole-3-carboxamide ClC=1C=C(C=CC1)C(CO)NC(=O)C1=CN(C=C1)C1=NC(=NC=C1C)N[C@H](CO)CC